The molecule is conjugate base of N(omega)-phospho-L-arginine having anionic carboxy and phosphate groups and protonated amino and guanidino nitrogens. It is an organophosphate oxoanion and an alpha-amino-acid anion. It is a conjugate base of a N(omega)-phospho-L-arginine. C(C[C@@H](C(=O)[O-])[NH3+])C[NH+]=C(N)NP(=O)([O-])[O-]